C1N(CCC2=CC=CC=C12)C1CC(CC1O)C1=NC=CC=N1 (3-(3,4-dihydroisoquinolin-2(1H)-yl)-4-hydroxycyclopentyl)pyrimidine